2-(2'-hydroxy-3',5'-di-t-butyl-phenyl)benzotriazole OC1=C(C=C(C=C1C(C)(C)C)C(C)(C)C)N1N=C2C(=N1)C=CC=C2